4-hydroxy-3,3-dimethylbutan-2-one OCC(C(C)=O)(C)C